CC(=CCCC1=CCC(CC1)C=O)C 4-(4-methyl-3-pentenyl)-3-cyclohexenecarbaldehyde